3-(((7-(2-Aminopyrimidin-4-yl)-2,3-dihydrofuro[3,2-c]pyridin-4-yl)amino)methyl)-N-isopropylbenzamid NC1=NC=CC(=N1)C=1C2=C(C(=NC1)NCC=1C=C(C(=O)NC(C)C)C=CC1)CCO2